1,5-bis(β-hydroxyethylthio)naphthalene OCCSC1=CC=CC2=C(C=CC=C12)SCCO